NC1=C(C=C(C=N1)S(=O)(=O)NC1(CC1)C#N)Br 6-amino-5-bromo-N-(1-cyanocyclopropyl)pyridin-3-sulfonamide